(8-Benzyl-2,3,6,7,8,9-hexahydro-1H-2,4,8-triaza-cyclopenta[a]naphthalen-5-yl)-methanol hydrochloride Cl.C(C1=CC=CC=C1)N1CCC2=C(N=C3C(=C2C1)CNC3)CO